6-(1-methylpyrazol-3-yl)-4-morpholino-2-[4-(m-tolyl)pyrazol-1-yl]furo[3,2-d]pyrimidine CN1N=C(C=C1)C1=CC=2N=C(N=C(C2O1)N1CCOCC1)N1N=CC(=C1)C=1C=C(C=CC1)C